2,5-dihydroxyl-terephthalaldehyde OC1=C(C=O)C=C(C(=C1)C=O)O